[N+](=O)([O-])C(NN)CN 1,5-diaza-3-nitroazapentane